ClC1=NN(C2=NC(=NC=C21)Cl)CCCOC2=NN(C(=C2[N+](=O)[O-])C)C=2C=NN(C2C)C 3,6-Dichloro-1-(3-((1',5,5'-trimethyl-4-nitro-1'H-[1,4'-bipyrazol]-3-yl)oxy)propyl)-1H-pyrazolo[3,4-d]pyrimidine